Cl.N=1NN=NC1C1=CC=C(C=C1)[C@H](C)C1OCCC(C1)(C(=O)N)N1C[C@@H](CC1)OC1=CC(=CC=C1)C(F)(F)F ((S)-1-(4-(2H-tetrazol-5-yl)phenyl)ethyl)-4-((R)-3-(3-(trifluoromethyl)phenoxy)pyrrolidin-1-yl)tetrahydro-2H-pyran-4-carboxamide hydrochloride